O1CCC(CC1)NC=1C2=C(N=C(N1)N1CC=3N(CC1)C1=C(C3)C=C(C=N1)C(F)(F)F)CC[S@]2=O (R)-4-((tetrahydro-2H-pyran-4-yl)amino)-2-(3-(trifluoromethyl)-8,9-dihydropyrido[3',2':4,5]pyrrolo[1,2-a]pyrazin-7(6H)-yl)-6,7-dihydrothieno[3,2-d]pyrimidine 5-oxide